2,4-diphenyltriazine C1(=CC=CC=C1)N1NC=CC(=N1)C1=CC=CC=C1